C(C)(=O)N1CCN(CC1)C=1C=C(C(=NC1)C(=O)NC=1SC=C(N1)C1=C(C=CC=C1)Cl)C 5-(4-acetylpiperazin-1-yl)-N-(4-(2-chlorophenyl)thiazol-2-yl)-3-methylpicolinamide